FC(C1=CC=C(C(=N1)OC)[C@@H]1[C@H](O[C@]([C@H]1C)(C(F)(F)F)C)C(=O)O)F |r| rac-(2S,3R,4S,5R)-3-(6-(difluoromethyl)-2-methoxypyridin-3-yl)-4,5-dimethyl-5-(trifluoromethyl)tetrahydrofuran-2-carboxylic acid